[Cl-].C(CCC)[NH3+] butanaminium chloride